C(C1=CC=CC=C1)N1N=C2C(OCCN2C2=CC=C(N=N2)C2=C(C=C(C=C2C)C(F)(F)F)O)=C1 2-[6-(2-benzyl-5,6-dihydropyrazolo[4,3-b][1,4]oxazin-7-yl)pyridazin-3-yl]-3-methyl-5-(trifluoromethyl)phenol